1-(1-acetyl-3-methylazetidine-3-carbonyl)-4-fluoro-N-{phenyl-[4-(prop-2-yl)phenyl]methyl}pyrrolidine-2-carboxamide C(C)(=O)N1CC(C1)(C(=O)N1C(CC(C1)F)C(=O)NC(C1=CC=C(C=C1)C(C)C)C1=CC=CC=C1)C